CN1N=C(C(=C1C)C1=NC=2C(=NC=CC2C=2C=CC3=C(CCCC[C@H]3NC(=O)C3=NOC(=N3)C(C)(C)C)C2)N1)C 5-tert-Butyl-[1,2,4]oxadiazole-3-carboxylic acid {(R)-2-[2-(1,3,5-trimethyl-1H-pyrazol-4-yl)-3H-imidazo[4,5-b]pyridin-7-yl]-6,7,8,9-tetrahydro-5H-benzocyclohepten-5-yl}-amide